1-[(oxiran-2-yl)methyl]-1H-indol-4-amine O1C(C1)CN1C=CC=2C(=CC=CC12)N